OC[C@H]1N(C/C(/C1)=N/OC)C(=O)C1=CC=C(C(=N1)OC)C=1C(=C(C#N)C=CC1)C 3-(6-[(2S,4E)-2-(Hydroxymethyl)-4-(methoxyimino)pyrrolidine-1-carbonyl]-2-methoxypyridin-3-yl)-2-methylbenzonitrile